C(C)(C)(C)OC(=O)N[C@@H](CC(=O)OCC)C=1C=C(C=C(C1F)C(F)(F)F)C1=C(C=C(C=C1OS(=O)(=O)C(F)(F)F)C)C Ethyl (S)-3-((tert-butoxycarbonyl)amino)-3-(4-fluoro-2',4'-dimethyl-5-(trifluoromethyl)-6'-(((trifluoromethyl)sulfonyl)oxy)-[1,1'-biphenyl]-3-yl)propanoate